ClC1=CC(=NC=N1)N[C@H](C(=O)O)CCN(CCOCC(F)(F)F)CCCCC1=NC=2NCCCC2C=C1 (S)-2-((6-chloropyrimidin-4-yl)amino)-4-((4-(5,6,7,8-tetrahydro-1,8-naphthyridin-2-yl)butyl)(2-(2,2,2-trifluoroethoxy)ethyl)amino)butanoic acid